C(=O)C1=C(C=C(C=C1OCC#C)C1=C(C=CC(=C1)C)S(=O)(=O)[O-])C1=C(C=CC(=C1)C)S(=O)(=O)[O-] 4-formyl-5-(prop-2-yn-1-yloxy)-1,3-phenylenebis(4-methylbenzenesulfonate)